The molecule is a octadecadienoic acid with unsaturation at positions 10 and 12 (the 10Z,12Z-stereoisomer). It has a role as a human metabolite and a plant metabolite. It is a conjugate acid of a dihomolinoleate. CCCCC/C=C\\C=C/CCCCCCCCC(=O)O